ClC1=NC=C(C(=C1)C1=C(C=NC(=C1)C)C(=O)NC=1SC2=C(N1)CN(C2)C(=O)C2=NC(=C(N=C2C)C(F)F)C)OC 2'-Chloro-N-(5-(5-(difluoromethyl)-3,6-dimethylpyrazine-2-carbonyl)-5,6-dihydro-4H-pyrrolo[3,4-d]thiazol-2-yl)-5'-methoxy-6-methyl-[4,4'-bipyridine]-3-carboxamide